C1(=CC=CC=C1)N(C=1C=C2OC3=C(CCCC3=CC2=CC1)C=CC=1[Se]C2=CC=CC=C2C(C1)=C(C#N)C#N)C1=CC=CC=C1 2-(2-(2-(6-diphenylamino-2,3-dihydro-1H-xanthen-4-yl)vinyl)-4H-selenochromen-4-ylidene)malononitrile